C1=CC=CC=2C3=CC=CC=C3C(C12)COC(=O)N[C@H](C(=O)O)CC1=CN(C2=C(C=CC=C12)C1=NC=C(C=N1)F)C(=O)OC(C)(C)C (S)-2-((((9H-fluoren-9-yl)methoxy)carbonyl)amino)-3-(1-(tert-butoxycarbonyl)-7-(5-fluoropyrimidin-2-yl)-1H-indol-3-yl)propanoic acid